8-phenyl-4H-1-benzopyran-4-one C1(=CC=CC=C1)C1=CC=CC=2C(C=COC21)=O